C(C=C)(=O)NC(CN)=O N-acrylyl-glycine amide